NC=1C(N(C=CC1)CC(=O)O)=O 3-Amino-1-Carboxymethyl-Pyridine-2-one